butyrylethylene C(CCC)(=O)C=C